3-(carboxymethyl)-5-methyl-1H-indole-2-carboxylic acid C(=O)(O)CC1=C(NC2=CC=C(C=C12)C)C(=O)O